n-butylaluminum dichloride C(CCC)[Al](Cl)Cl